O=C1NC(CCC1C1=CC(=C(C=C1)C1(CCC(CC1)CCN1CCC(CC1)N1N=C2C=C(C(=CC2=C1)NC(=O)C1=NC(=CC=C1)C(F)(F)F)C(C)(C)O)O)F)=O N-{2-[1-(2-{4-[4-(2,6-dioxopiperidin-3-yl)-2-fluorophenyl]-4-hydroxycyclohexyl}ethyl)piperidin-4-yl]-6-(2-hydroxypropan-2-yl)indazol-5-yl}-6-(trifluoromethyl)pyridine-2-carboxamide